COC1=NC=C(C(=N1)OC)C=1C=C(C=2N(N1)C=CN2)[C@H]2[C@@H](C2)C2=NC=CC=C2 6-(2,4-dimethoxypyrimidin-5-yl)-8-[(1R,2R)-2-(2-pyridyl)cyclopropyl]imidazo[1,2-b]pyridazine